O=C1N(CCC1)[C@@H]1C(=NN(C1)C(=O)N[C@H](C)C1=NC=C(N=C1)C)C1=CC=C(C=C1)F (S)-4-(2-oxopyrrolidin-1-yl)-3-(4-fluorophenyl)-N-((R)-1-(5-methylpyrazin-2-yl)ethyl)-4,5-dihydro-1H-pyrazole-1-carboxamide